choline butyrate salt C(CCC)(=O)[O-].OCC[N+](C)(C)C